FC1=C2C=C(N=NC2=CC(=C1)C#C[Si](C)(C)C)C1CCN(CC1)C(=O)OC(C)(C)C tert-Butyl 4-(5-fluoro-7-((trimethylsilyl)ethynyl)cinnolin-3-yl)piperidine-1-carboxylate